L-2-amino-3-(dimethylamino)propionic acid N[C@H](C(=O)O)CN(C)C